4-Hydroxy-N,N-dimethyltryptamin OC=1C=CC=C2NC=C(CCN(C)C)C12